2-chloro-N4-[(2,4-dimethoxyphenyl)methyl]pyrimidine-4,5-diamine ClC1=NC=C(C(=N1)NCC1=C(C=C(C=C1)OC)OC)N